C(C)(C)(C)OC(=O)N1CCC(CC1)C(=O)N1C=CC2=C1N=CN=C2OC2=CC=C(C=C2)NC(CC2=CC=C(C=C2)C(F)(F)F)=O 4-(4-(4-(2-(4-(trifluoromethyl)phenyl)acetamido)phenoxy)-7H-pyrrolo[2,3-D]pyrimidine-7-Carbonyl)piperidine-1-carboxylic acid tert-butyl ester